C[C@]1(C[C@@]2([C@](CCC2C2CCC=3C=C(C=CC3C12)O)(O)C)C)O (11R,13S,17S)-11,13,17-trimethyl-7,8,9,11,12,13,14,15,16,17-deca-hydro-6H-cyclopenta[a]phenanthrene-3,11,17-triol